2,2-difluoro-N-(6-(5-fluoro-4-methylpyridin-3-yl)benzo[d]thiazol-2-yl)cyclopropane-1-carboxamide FC1(C(C1)C(=O)NC=1SC2=C(N1)C=CC(=C2)C=2C=NC=C(C2C)F)F